6-(2-fluoro-4-(1-methyl-1H-pyrazol-3-yl)benzyl)-N-((1S,2S)-2-hydroxycyclohexyl)-5-oxo-5,6-dihydro-1,6-naphthyridine-8-carboxamide FC1=C(CN2C(C=3C=CC=NC3C(=C2)C(=O)N[C@@H]2[C@H](CCCC2)O)=O)C=CC(=C1)C1=NN(C=C1)C